3-(5-chloro-1,3-thiazol-2-yl)-5-[(3S)-tetrahydro-furan-3-yloxy]benzoic acid ClC1=CN=C(S1)C=1C=C(C(=O)O)C=C(C1)O[C@@H]1COCC1